OC1C(CCCC1)NCC=CC(=O)N 4-((2-hydroxycyclohexyl)amino)but-2-enamide